(S)-N-(amino(4-(hydroxymethyl)-5-(2-hydroxypropan-2-yl)thiazol-2-yl)(oxo)-λ6-sulfaneylidene)-2-(4-cyano-2,6-diisopropylphenyl)acetamide N[S@@](=NC(CC1=C(C=C(C=C1C(C)C)C#N)C(C)C)=O)(=O)C=1SC(=C(N1)CO)C(C)(C)O